2,3-dipalmitoleoyloxy-N,N'-dimethyl-1,4-diaminobutane C(CCCCCCC\C=C/CCCCCC)(=O)OC(CNC)C(CNC)OC(CCCCCCC\C=C/CCCCCC)=O